COC1=CC(=NC2=CC(=CC=C12)N)C1=CC=C(C=C1)C(F)(F)F 4-methoxy-2-(4-(trifluoromethyl)phenyl)quinolin-7-amine